1-dodecyl-4-nitroindansulfonate C(CCCCCCCCCCC)C1(CCC2=C(C=CC=C12)[N+](=O)[O-])S(=O)(=O)[O-]